3-bromo-2-fluoro-N-(4-fluorophenyl)-6-methylbenzamide BrC=1C(=C(C(=O)NC2=CC=C(C=C2)F)C(=CC1)C)F